O[C@](C(=O)O)(C)C1=CC=C(C=C1)CC(C)C |r| (2RS)-2-hydroxy-2-[4-(2-methylpropyl)phenyl]propionic acid